CNC=1C=C(C=CC1)C=1N=C(NC1)C1N(CCCC1)C(C(C)SC)=O 1-(2-(4-(3-(methylamino)phenyl)-1H-imidazol-2-yl)piperidin-1-yl)-2-(methylthio)propan-1-one